2-oxoglutaric acid (2-oxoglutarate) O=C(C(=O)O)CCC(=O)O.O=C(C(=O)O)CCC(=O)O